tri-iodoisocyanuric acid IN1C(N(C(N(C1=O)I)=O)I)=O